3-(5-(3-(6-carbamoyl-imidazo[1,2-a]pyridine-3-carboxamido)-5-fluoro-4-methylphenyl)-1,2,4-oxadiazol-3-yl)azetidine-1-carboxylic acid methyl ester COC(=O)N1CC(C1)C1=NOC(=N1)C1=CC(=C(C(=C1)F)C)NC(=O)C1=CN=C2N1C=C(C=C2)C(N)=O